C[C@@]12C=CC[C@H]1[C@@H]1CCC3CC(CC[C@]3(C)[C@H]1CC2)=O androst-16-en-3-one